O1POCC1 1,3,2-dioxaphospholane